chroman-5-ylmethanamine O1CCCC2=C(C=CC=C12)CN